C1(=CCCC1)C=1N=C(N(C1)COCC[Si](C)(C)C)OC 4-cyclopentenyl-2-methoxy-1-((2-(trimethylsilyl)ethoxy)methyl)-1H-imidazole